N-(2-methoxyethyl)-4-morpholino-2-((5-phenyl-1H-pyrazol-3-yl)amino)furo[3,2-d]pyrimidine-6-carboxamide COCCNC(=O)C1=CC=2N=C(N=C(C2O1)N1CCOCC1)NC1=NNC(=C1)C1=CC=CC=C1